methylene-2,3-dihydrospiro[indene-1,2'-piperidine]-1',5-dicarboxylic acid 1'-benzyl 5-methyl ester COC(=O)C=1C=C2CCC3(N(CCCC3=C)C(=O)OCC3=CC=CC=C3)C2=CC1